1-[(2'R,4S,6'S,7S)-2-chloro-2'-cyclopropyl-4-hydroxy-6'-(1-methyltriazol-4-yl)spiro[4,5-dihydrothieno[2,3-c]pyran-7,4'-piperidine]-1'-yl]-2,2,2-trifluoro-ethanone ClC1=CC2=C(S1)[C@@]1(C[C@@H](N([C@@H](C1)C=1N=NN(C1)C)C(C(F)(F)F)=O)C1CC1)OC[C@H]2O